FC=1C=CC(=C(C1)S(=O)(=O)Cl)OCCOC 5-fluoro-2-(2-methoxyethoxy)benzenesulfonyl chloride